CC1=C2C=CNC2=CC=C1OC=1C=C(C=CC1)C=1NC(=NN1)CC=1C=C(C=CC1)[C@H]1[C@@H](C1)C(=O)O |r| rac-(1R,2R)-2-(3-((5-(3-((4-Methyl-1H-indol-5-yl)oxy)phenyl)-4H-1,2,4-triazol-3-yl)methyl)phenyl)cyclopropane-1-carboxylic acid